(2S,4R)-1-((S)-2-acrylamido-3,3-dimethylbutanoyl)-4-hydroxy-N-(4-(4-methylthiazol-5-yl)benzyl)pyrrolidine-2-carboxamide C(C=C)(=O)N[C@H](C(=O)N1[C@@H](C[C@H](C1)O)C(=O)NCC1=CC=C(C=C1)C1=C(N=CS1)C)C(C)(C)C